ClC=1C(=C(CNC(CN(C(CN2N=CC3=CC(=CC=C23)NC(=O)NC2=CC=CC=C2)=O)C(C)C)=O)C=CC1)F 1-(2-((2-((3-chloro-2-fluorobenzyl)amino)-2-oxoethyl)(isopropyl)amino)-2-oxoethyl)-5-(3-phenylureido)-1H-indazole